benzyl (2E)-2-vinylpent-2,4-dienoate C(=C)/C(/C(=O)OCC1=CC=CC=C1)=C\C=C